FC=1C=C2C(N(C(C2=CC1)=O)C=1C=NC(=CC1)OC)=O 5-fluoro-2-(6-methoxypyridin-3-yl)-2,3-dihydro-1H-isoindole-1,3-dione